S1C(=CC=C1)C(=O)NC=1C=C2C(=CNC2=CC1)C=1CCN(CC1)C(CC)CC 5-(2-thienoyl)amino-3-(1-(3-pentyl)-1,2,3,6-tetrahydropyridin-4-yl)-1H-indole